tert-butyl 2-((3-(4-butylphenoxy)-1,2,4-oxadiazol-5-yl)methyl)acrylate C(CCC)C1=CC=C(OC2=NOC(=N2)CC(C(=O)OC(C)(C)C)=C)C=C1